NC1=C(C=CC(=N1)N1N=CC(=C1C(F)(F)F)C(=O)NC1=C(C=C(C(=C1)C#N)N1N=CC=N1)C)F 1-(6-amino-5-fluoropyridin-2-yl)-N-(5-cyano-2-methyl-4-(2H-1,2,3-triazol-2-yl)benzeneYl)-5-(trifluoromethyl)-1H-pyrazole-4-carboxamide